O=C1N=C2C(=N1)C=CC=C2 2-oxo-benzimidazol